OC1=C(C(=O)OC)C(=CC(=C1)C)C=1C(=NC=CC1)C(F)(F)F Methyl 2-hydroxy-4-methyl-6-(2-(trifluoromethyl)pyridin-3-yl)benzoate